3-(3,5-dichlorophenyl)aniline racemic-tert-butyl-2-tert-butyl-2-hydroxy-7-azabicyclo[2.2.1]heptane-7-carboxylate C(C)(C)(C)OC(=O)N1C2C(CC1CC2)(O)C(C)(C)C.ClC=2C=C(C=C(C2)Cl)C=2C=C(N)C=CC2